C(N)(=O)C=1C(=NC(=C(N1)CC)Cl)NC=1C=C(O[C@H](CNC(OC(C)(C)C)=O)C)C=C(C1)F tert-butyl (S)-(2-(3-((3-carbamoyl-6-chloro-5-ethylpyrazin-2-yl)amino)-5-fluorophenoxy)propyl)carbamate